C(C)(=O)[O-].[NH4+].[Cr] chromium ammonium acetate